5-(1-methyl-1H-benzo[d][1,2,3]triazol-6-yl)-N-(oxetan-3-yl)pyrrolo[2,1-f][1,2,4]triazin-2-amine CN1N=NC2=C1C=C(C=C2)C=2C=CN1N=C(N=CC12)NC1COC1